FC(C(=O)O)(F)F.NCC1=C(N=C(S1)C1=C(C(=NN1CC)C)F)C1=NC(=CC2=C1C=NN2C)C(=O)N 4-[5-(aminomethyl)-2-(1-ethyl-4-fluoro-3-methyl-1H-pyrazol-5-yl)-1,3-thiazol-4-yl]-1-methyl-1H-pyrazolo[4,3-c]pyridine-6-carboxamide, trifluoroacetic acid salt